C(CCCCCCCCCCCCCCCCC)NC(C(=O)O)(C)C stearyl-dimethyl-Aminoacetic acid